1-(4-((5-(3-isopropyl-2-(1H-pyrazolo[3,4-b]pyridin-4-yl)-1H-indol-5-yl)-1,3,4-oxadiazol-2-yl)methyl)-1,4-diazacycloheptan-1-yl)ethan-1-one C(C)(C)C1=C(NC2=CC=C(C=C12)C1=NN=C(O1)CN1CCN(CCC1)C(C)=O)C1=C2C(=NC=C1)NN=C2